CC(CCN1[C@@H](C[C@H](C1)O)C(=O)O)CCCC(C)C (2S,4R)-1-(3,7-dimethyloctyl)-4-hydroxypyrrolidine-2-carboxylic acid